7-(3-amino-5-fluoro-6-(4-((3R,5S)-3,4,5-trimethylpiperazin-1-yl)phenyl)pyrazin-2-yl)-2-methylquinazolin-4(3H)-one NC=1C(=NC(=C(N1)F)C1=CC=C(C=C1)N1C[C@H](N([C@H](C1)C)C)C)C1=CC=C2C(NC(=NC2=C1)C)=O